N-(4-((2-(1,1-difluoroethyl)-6-(5-fluoro-1-isopropyl-1H-pyrazol-4-yl)pyrimidin-4-yl)amino)-5-methoxypyridin-2-yl)acetamide FC(C)(F)C1=NC(=CC(=N1)NC1=CC(=NC=C1OC)NC(C)=O)C=1C=NN(C1F)C(C)C